N-[(3-Fluorophenyl)-methyl]-1-(2-methoxy-ethyl)-4-methyl-2-oxo-7-(trifluoromethyl)-1H-quinoline-3-carboxylic acid amide FC=1C=C(C=CC1)CNC(=O)C=1C(N(C2=CC(=CC=C2C1C)C(F)(F)F)CCOC)=O